tert-Butyl 2-(3-acetyl-5-(quinazolin-6-yl)-1H-indazol-1-yl)acetate C(C)(=O)C1=NN(C2=CC=C(C=C12)C=1C=C2C=NC=NC2=CC1)CC(=O)OC(C)(C)C